OCCCOC=1C=CC(=NC1)C(=O)O 5-(3-hydroxypropoxy)picolinic acid